NC=1N=NC(=CC1N1C[C@H]2CC[C@@H](C1)N2C2=CC(=NC=C2)OCCOCCOCCOCCOCCOCC(=O)OC)Cl methyl 17-((4-((1R,5S)-3-(3-amino-6-chloropyridazin-4-yl)-3,8-diazabicyclo[3.2.1]octan-8-yl)pyridin-2-yl)oxy)-3,6,9,12,15-pentaoxaheptadecanoate